2-(aminomethyl)cyclopentan-1-ol NCC1C(CCC1)O